3-[(Benzo[d][1,3]dioxolan-4-yl)-oxy]-N-methyl-3-phenylpropylamine oxalate C(C(=O)O)(=O)O.O1COC2=C1C=CC=C2OC(CCNC)C2=CC=CC=C2